ClC1=CC(=C(OC2=C(C=C(N)C=C2)C2=CN(C3=C(N=CC=C32)OC)C)C=C1)F 4-(4-chloro-2-fluorophenoxy)-3-(7-methoxy-1-methyl-1H-pyrrolo[2,3-c]pyridin-3-yl)aniline